ClC1=C(C=CC=C1)C=1N=C(SC1C(=O)OCC)N1CCC(CC1)N1C[C@@H](CCC1)C Ethyl 4-(2-chlorophenyl)-2-[(3R)-3-methyl [1,4'-bipiperidine]-1'-yl]-1,3-thiazole-5-carboxylate